cis-2-((3-((S)-3-(3,5-difluorophenyl)isoxazolidine-2-carbonyl)-3-methylcyclobutyl)amino)pyrimidine-4-carboxamide FC=1C=C(C=C(C1)F)[C@H]1N(OCC1)C(=O)C1(CC(C1)NC1=NC=CC(=N1)C(=O)N)C